C[Si](O[SiH](C)C)(O[SiH](C)C)O[SiH](C)C methyl-tris(dimethylsiloxy)silane